5-(1-aminoisoquinolin-5-yl)-3-(2-(2-ethoxy-2-oxoethyl)-3-methylphenoxy)-2,3-dihydrospiro[indene-1,4'-piperidine] NC1=NC=CC2=C(C=CC=C12)C=1C=C2C(CC3(CCNCC3)C2=CC1)OC1=C(C(=CC=C1)C)CC(=O)OCC